(S)-N-(benzo[d]thiazol-5-ylmethyl)-1-(6-(4-(trifluoromethyl)phenyl)thieno[3,2-d]pyrimidin-4-yl)piperidine-3-carboxamide S1C=NC2=C1C=CC(=C2)CNC(=O)[C@@H]2CN(CCC2)C=2C1=C(N=CN2)C=C(S1)C1=CC=C(C=C1)C(F)(F)F